N-(2,6-dichlorophenyl)-5-methyl-1H-imidazol-1-amine ClC1=C(C(=CC=C1)Cl)NN1C=NC=C1C